CN(C=1C2=C(N=CN1)CN(CC2)C(=O)OC(C)(C)C)C=2C=NC=CC2C(F)(F)F tert-butyl 4-[methyl [4-(trifluoromethyl) pyridin-3-yl] amino]-5h,6h,7h,8h-pyrido[3,4-d]pyrimidine-7-carboxylate